2-chloro-N-(4-chloro-1-methyl-3-(trifluoromethyl)-1H-pyrazol-5-yl)benzamide ClC1=C(C(=O)NC2=C(C(=NN2C)C(F)(F)F)Cl)C=CC=C1